4-(((6-Chloro-1-methyl-1H-pyrazolo[3,4-b]pyridin-4-yl)amino)methyl)-3-fluorobenzenesulfonamide ClC1=CC(=C2C(=N1)N(N=C2)C)NCC2=C(C=C(C=C2)S(=O)(=O)N)F